2-benzyl-4-(2,4,5-trichlorophenyl)imidazole C(C1=CC=CC=C1)C=1NC=C(N1)C1=C(C=C(C(=C1)Cl)Cl)Cl